acryloxyoctyldifluoromethylsilane C(C=C)(=O)OCCCCCCCC[SiH2]C(F)F